CC=1N(C(=CC1)C)C=1SC=2N=C(N=CC2N1)S 2-(2,5-dimethyl-1H-pyrrol-1-yl)thiazolo[5,4-d]pyrimidine-5-thiol